pyridinium dibromid [Br-].[Br-].[NH+]1=CC=CC=C1.[NH+]1=CC=CC=C1